CN1N=CC(=C1)C1=CC=2N=C(N=C(C2O1)N1CCOCC1)N1N=C(C=C1)C1=CC=CC=C1 6-(1-methylpyrazol-4-yl)-4-morpholino-2-(3-phenylpyrazol-1-yl)furo[3,2-d]pyrimidine